(3S,7aR,11aR)-9-benzyl-3-tert-butyl-2,3,6,7,7a,8,10,11-octahydrooxazolo[2,3-j][1,6]naphthyridin-5-one C(C1=CC=CC=C1)N1C[C@H]2CCC(N3[C@]2(CC1)OC[C@@H]3C(C)(C)C)=O